ClC1=CC=C(C=N1)CN1N=C(C2=C1CN(C2)C2=C1C=CC=NC1=C(C=C2)C#N)C 5-(1-((6-Chloropyridin-3-yl)methyl)-3-methylpyrrolo[3,4-c]pyrazol-5(1H,4H,6H)-yl)quinoline-8-carbonitrile